trifluoro((R,E)-3-hydroxy-4-((2R,3R)-3-((2R,3s)-3-hydroxypentan-2-yl)oxiran-2-yl)-3-methylbutan-1-en-1-yl)boric acid potassium salt [K+].FC([C@@](\C(=C(\OB([O-])[O-])/F)\F)(C)O)[C@@H]1O[C@@H]1[C@H](C)[C@H](CC)O.[K+]